FC(C1=NC=C(C(=C1)C1=C(C=NC(=C1)C)C(=O)NC=1SC2=C(N1)CN(C2)C(=O)C2=NC(=CN=C2C)C)OC)F 2'-(difluoro-methyl)-N-(5-(3,6-dimethyl-pyrazine-2-carbonyl)-5,6-dihydro-4H-pyrrolo[3,4-d]thiazol-2-yl)-5'-methoxy-6-methyl-[4,4'-bipyridine]-3-carboxamide